5-mercaptoquinoline-8-sulfonic acid SC1=C2C=CC=NC2=C(C=C1)S(=O)(=O)O